1-((R)-3'-(2-((2S,5S)-2-(4,4-difluorocyclohexyl)-5-methylpyrrolidin-1-yl)-2-oxoethyl)-2',4'-dioxo-2,3-dihydrospiro[indene-1,5'-oxazolidine]-5-yl)-3-methylurea FC1(CCC(CC1)[C@H]1N([C@H](CC1)C)C(CN1C(O[C@]2(C1=O)CCC1=CC(=CC=C12)NC(=O)NC)=O)=O)F